7-{2-[5-(Trifluoromethyl)-1,2-oxazol-3-yl]vinyl}-2-azaspiro[3.5]nonane-2-carboxylic acid tert-butyl ester C(C)(C)(C)OC(=O)N1CC2(C1)CCC(CC2)C=CC2=NOC(=C2)C(F)(F)F